2-Cyclopropyl-5-(4'-difluoromethyl-2'-methoxy-3,4,5,6-tetrahydro-2H-[1,3']bipyridinyl-4-yl)-4-methyl-7-(2-trifluoromethyl-benzyl)-2,4,5,7-tetrahydro-pyrazolo[3,4-d]pyrimidin-6-one C1(CC1)N1N=C2N(C(N(C(C2=C1)C)C1CCN(CC1)C=1C(=NC=CC1C(F)F)OC)=O)CC1=C(C=CC=C1)C(F)(F)F